(2-methoxybenzoyl)-4-[(methylaminocarbonyl)amino]benzenesulfonamide (5-tert-butyl-4-hydroxy-3-methylphenyl)propionate C(C)(C)(C)C=1C(=C(C=C(C1)OC(CC)=O)C)O.COC1=C(C(=O)C2=C(C=CC(=C2)NC(=O)NC)S(=O)(=O)N)C=CC=C1